2-[[5-(4-chloro-2-fluoro-phenyl)-3-ethyl-triazol-4-yl]methyl]-5-[3-(difluoromethoxy)azetidin-1-yl]pyridazin-3-one ClC1=CC(=C(C=C1)C1=C(N(N=N1)CC)CN1N=CC(=CC1=O)N1CC(C1)OC(F)F)F